ClCC(=O)NC(NC1=C(C=CC=C1)F)=O 2-chloro-N-((2-fluorophenyl)carbamoyl)acetamide